C(C)(C)(C)C(C(=O)N)(CCCC)C1CCCCC1 t-butylcyclohexylhexanamide